2-((((1s,3s,6r)-6-(5-fluoropyrimidin-2-yl)bicyclo[4.1.0]hept-3-yl)oxy)methyl)-5-methylpyrrolidine-1-carboxylic acid isopropyl ester C(C)(C)OC(=O)N1C(CCC1C)CO[C@@H]1C[C@@H]2C[C@@]2(CC1)C1=NC=C(C=N1)F